C(C)(C)NC=1C=CN=C2C(=CC(=NC12)C=1C=C2CN(C(C2=CC1)=O)N1C(CCCC1=O)=O)CN1CCCC1 (5-(8-(isopropylamino)-4-(pyrrolidin-1-ylmethyl)-1,5-naphthyridin-2-yl)-1-oxoisoindolin-2-yl)piperidine-2,6-dione